FC1=C(C(=CC=C1)C(F)(F)F)NC(=O)NC(CC(C)(OCC)OCC)=O N-((2-fluoro-6-trifluoromethyl-phenyl)carbamoyl)-3,3-diethoxybutyramide